(1S,3S)-1-(4-(cyclopropylcarbamoyl)phenyl)-6-methoxy-3-methyl-3,4-dihydroisoquinoline-2(1H)-carboxylic acid tert-butyl ester C(C)(C)(C)OC(=O)N1[C@H](C2=CC=C(C=C2C[C@@H]1C)OC)C1=CC=C(C=C1)C(NC1CC1)=O